6-oxohexyl (9Z,12Z)-octadeca-9,12-dienoate C(CCCCCCC\C=C/C\C=C/CCCCC)(=O)OCCCCCC=O